(5-amino-3-chloropyridin-2-yl)(3-hydroxyazetidin-1-yl)methanone NC=1C=C(C(=NC1)C(=O)N1CC(C1)O)Cl